N-(1-(5-chloro-7-fluoro-6-(3-hydroxy-1-naphthalenyl)-2,1-benzothiazol-3-yl)-2-methyl-3-azetidinyl)-2-propenamide ClC=1C(=C(C=2C(=C(SN2)N2C(C(C2)NC(C=C)=O)C)C1)F)C1=CC(=CC2=CC=CC=C12)O